BrC=1C=C(C=CC1C)SCC1=CC=C(C=C1)OC (3-bromo-4-methylphenyl)(4-methoxybenzyl)sulfane